C(C=C)(=O)N1[C@@H](CN(CC1)C1[C@H](N(C1)C1=CC(=NC(=C1C#N)C(F)F)N1CCC(CC1)C1=C(C=NN1C1COC1)C)C)C 4-((2R)-3-((R)-4-acryloyl-3-methylpiperazin-1-yl)-2-methylazetidin-1-yl)-2-(difluoromethyl)-6-(4-(4-methyl-1-(oxetan-3-yl)-1H-pyrazol-5-yl)piperidin-1-yl)nicotinonitrile